4-(2,5-dioxo-4-propylimidazolidin-4-yl)-3-fluorobenzoic acid O=C1NC(C(N1)(CCC)C1=C(C=C(C(=O)O)C=C1)F)=O